2,4,6-Tri-O-acetyl-3-azido-α-D-galactopyranosyl bromide C(C)(=O)O[C@H]1[C@H](O[C@@H]([C@@H]([C@@]1(O)N=[N+]=[N-])OC(C)=O)COC(C)=O)Br